[Na+].COC=1C=C(C=CC1)C1=CC(=NC=2N1N=CC2C(=O)[O-])COC 7-(3-methoxyphenyl)-5-(methoxymethyl)pyrazolo[1,5-a]pyrimidine-3-carboxylic acid sodium salt